NC=1N=NC(=CC1)N1CCOCC1 3-amino-6-(morpholin-4-yl)pyridazine